bromo[1-(methoxycarbonyl)cyclopropyl]zinc Br[Zn]C1(CC1)C(=O)OC